3-(5-chloro-1-(tetrahydro-2H-pyran-2-yl)-1H-indazol-6-yl)-N-methoxy-N-methylcyclobutane-1-carboxamide ClC=1C=C2C=NN(C2=CC1C1CC(C1)C(=O)N(C)OC)C1OCCCC1